FC1(CCC(CC1)NC1=CC(=NC(=N1)C=1SC=C(N1)C)[C@@H](C)O)F (R)-1-(6-((4,4-difluorocyclohexyl)amino)-2-(4-methylthiazol-2-yl)pyrimidin-4-yl)ethan-1-ol